C(C)C(C(=O)[O-])CCCC.C(C)C(C(=O)[O-])CCCC.C(CCC)[Sn+2]CCCC dibutyltin bis-(2-ethylhexanoate)